tert-butyl 6-(6-cyclopropaneamido-1-[[2-(trimethylsilyl)ethoxy]methyl]pyrrolo[2,3-b]pyridin-3-yl)-2,3-dihydroindole-1-carboxylate C1(CC1)C(=O)NC1=CC=C2C(=N1)N(C=C2C2=CC=C1CCN(C1=C2)C(=O)OC(C)(C)C)COCC[Si](C)(C)C